(R)-N-((S)-(3-chloro-2,4-difluorophenyl)(cis-3-(trifluoromethyl)cyclobutyl)methyl)-2-methyl-3-oxopiperazine-1-carboxamide ClC=1C(=C(C=CC1F)[C@@H](NC(=O)N1[C@@H](C(NCC1)=O)C)[C@@H]1C[C@@H](C1)C(F)(F)F)F